BrC1=C(C=C(OCC2CC3(C2)CCN(CC3)CC(=O)NC3=CC=C2C(=NN(C2=C3)C)C3C(NC(CC3)=O)=O)C=C1)C 2-[2-[(4-bromo-3-methyl-phenoxy)methyl]-7-azaspiro[3.5]nonan-7-yl]-N-[3-(2,6-dioxo-3-piperidyl)-1-methyl-indazol-6-yl]acetamide